tert-butyl 6-methyl-3-(3-(naphthalen-1-yloxy)propyl)-7-(1,3,5-trimethyl-1H-pyrazol-4-yl)-1H-indole-2-carboxylate CC1=CC=C2C(=C(NC2=C1C=1C(=NN(C1C)C)C)C(=O)OC(C)(C)C)CCCOC1=CC=CC2=CC=CC=C12